CC1(OB(OC1(C)C)C1=CC2=C(N(C=N2)CC(F)(F)F)C=C1)C 5-(4,4,5,5-tetramethyl-1,3,2-dioxaborolan-2-yl)-1-(2,2,2-trifluoroethyl)-1H-benzo[d]imidazole